(1R,5R,6R)-3-(6-(6-amino-2-methyl-3-(trifluoromethyl)pyridin-4-yl)-5-fluoro-3,4-dimethyl-2,7-naphthyridin-1-yl)-3,8-diazabicyclo[3.2.1]octan-6-ol NC1=CC(=C(C(=N1)C)C(F)(F)F)C=1C(=C2C(=C(N=C(C2=CN1)N1C[C@H]2C[C@H]([C@@H](C1)N2)O)C)C)F